8-(3-phenylpiperidine-1-carbonyl)-3,8-diazabicyclo[3.2.1]octane-2-carboxylic acid C1(=CC=CC=C1)C1CN(CCC1)C(=O)N1C2C(NCC1CC2)C(=O)O